4-(phenylmercapto)phenyldiphenyl-sulfonium hexafluorophosphate F[P-](F)(F)(F)(F)F.C1(=CC=CC=C1)SC1=CC=C(C=C1)[S+](C1=CC=CC=C1)C1=CC=CC=C1